[N+](=O)([O-])C1=C(OC2=C(C(=O)N(C)C)C=CC=C2)C=CC=C1 2-nitrophenoxyl-N,N-dimethylbenzamide